2-(4,6-dimethylpyrimidin-2-yl)octahydropyrrolo[3,4-c]pyrrole hydrochloride Cl.CC1=NC(=NC(=C1)C)N1CC2CNCC2C1